2-(4-bromo-1-(2-((tetrahydro-2H-pyran-2-yl)oxy)ethyl)-1H-pyrazol-5-yl)benzonitrile BrC=1C=NN(C1C1=C(C#N)C=CC=C1)CCOC1OCCCC1